tert-butyl 3-(2-(tert-butoxy)-2-oxoethyl)-4-oxo-7-((4-(4-(2-(2-(tosyloxy)ethoxy)ethoxy)phenyl)piperidin-1-yl)sulfonyl)-3,4-dihydroquinazoline-1(2H)-carboxylate C(C)(C)(C)OC(CN1CN(C2=CC(=CC=C2C1=O)S(=O)(=O)N1CCC(CC1)C1=CC=C(C=C1)OCCOCCOS(=O)(=O)C1=CC=C(C)C=C1)C(=O)OC(C)(C)C)=O